FC1=C2N=C(N=C3C2=C(OC(C2C4CCC(CN32)N4C(=O)[O-])C)N=C1)SC 1-fluoro-5-methyl-12-(methylthio)-5a,6,7,8,9,10-hexahydro-5H-4-oxa-3,10a,11,13,14-pentaaza-6,9-methanonaphtho[1,8-ab]heptalene-14-carboxylate